Cl.NC1CCC(CC1)(C#N)C(F)(F)F 4-amino-1-(trifluoromethyl)cyclohexane-1-carbonitrile hydrochloride